trans-4-((3-(1-Cyclopropyl-1H-pyrazol-4-yl)phenyl)((trans-4-(3-fluoro-1-methyl-1H-indazol-5-yl)cyclohexyl)methyl)carbamoyl)hexyl methylcarbamate CNC(OCCCC(CC)C(N(C[C@@H]1CC[C@H](CC1)C=1C=C2C(=NN(C2=CC1)C)F)C1=CC(=CC=C1)C=1C=NN(C1)C1CC1)=O)=O